NCC1CC(C(N1)=O)(C)C 5-(aminomethyl)-3,3-dimethylpyrrolidin-2-one